(5S,8S)-N-(2-chloro-3,4-difluorobenzyl)-5-fluoro-8-hydroxy-5,6,7,8-tetra-hydroquinoline-5-carboxamide ClC1=C(CNC(=O)[C@]2(C=3C=CC=NC3[C@H](CC2)O)F)C=CC(=C1F)F